ClC=1C(N(N=CC1CO)CC1=NC(=NO1)CCC1=CC=C(C=C1)Cl)=O 4-chloro-2-((3-(4-chlorophenethyl)-1,2,4-oxadiazol-5-yl)methyl)-5-(hydroxymethyl)pyridazin-3(2H)-one